N-(3-(cyclopentylsulfonyl)phenyl)-2-(4-ethylpiperidin-1-yl)nicotinamide C1(CCCC1)S(=O)(=O)C=1C=C(C=CC1)NC(C1=C(N=CC=C1)N1CCC(CC1)CC)=O